tropylium tetrakis(3,5-dimethylphenyl)borate CC=1C=C(C=C(C1)C)[B-](C1=CC(=CC(=C1)C)C)(C1=CC(=CC(=C1)C)C)C1=CC(=CC(=C1)C)C.[CH+]1C=CC=CC=C1